imidazo[1,2-a]Pyridine-6-carboxylic acid lithium salt [Li+].N=1C=CN2C1C=CC(=C2)C(=O)[O-]